tert-butyl 5-(2-methoxy-2-oxoethyl)-7-nitro-2-phenyl-1H-indole-1-carboxylate {tert-butyl 5-(2-methoxy-2-oxoethyl)-7-nitro-2-phenyl-1H-indole-1-carboxylate} C(C)(C)(C)C1=C(N(C2=C(C=C(C=C12)CC(=O)OC)[N+](=O)[O-])C(=O)O)C1=CC=CC=C1.COC(CC=1C=C2C=C(N(C2=C(C1)[N+](=O)[O-])C(=O)OC(C)(C)C)C1=CC=CC=C1)=O